C(C)(C)(C)OC(=O)N1CC2C(C1)CN(C2)C[B-](F)(F)F.[K+] Potassium ((5-(tert-butoxycarbonyl)hexahydropyrrolo[3,4-c]pyrrol-2(1H)-yl)methyl)trifluoroborate